(S)-N-(1-(2-(3-amino-3-oxopropyl)hydrazineyl)-3-cyclobutyl-1-oxopropan-2-yl)-1H-benzo[d]imidazole-2-carboxamide NC(CCNNC([C@H](CC1CCC1)NC(=O)C1=NC2=C(N1)C=CC=C2)=O)=O